(S) or (R)-3,5-dichloro-4-((1-((2,4-dimethyl-6-oxo-1,6-dihydropyrimidin-5-yl)methyl)-4-(1-fluoroethyl)-6-oxo-1,6-dihydropyrimidin-5-yl)oxy)benzonitrile ClC=1C=C(C#N)C=C(C1OC1=C(N=CN(C1=O)CC1=C(N=C(NC1=O)C)C)[C@H](C)F)Cl |o1:27|